C(C)(C)(C)OC(=O)N1CCN(CC1)C=1SC(=CC1)C=C1C(=NOC1=O)C1=CC=CC=C1 tert-butyl-4-(5-((5-oxo-3-phenylisoxazol-4(5H)-ylidene)methyl)thiophen-2-yl)piperazine-1-carboxylate